ClC=1C=C2C=C(NC2=CC1OCC=1N=CSC1)CNC(=O)N1C[C@H](CC1)O (S)-N-((5-chloro-6-(thiazol-4-ylmethoxy)-1H-indol-2-yl)methyl)-3-hydroxypyrrolidine-1-carboxamide